N-((2R,3S)-1-(isoxazolo[5,4-b]pyridin-5-yl)-2-((((CIS)-4-phenylcyclohexyl)oxy)methyl)pyrrolidin-3-yl)methanesulfonamide O1N=CC=2C1=NC=C(C2)N2[C@H]([C@H](CC2)NS(=O)(=O)C)CO[C@@H]2CC[C@@H](CC2)C2=CC=CC=C2